CC1=C(C(=O)P(C(CC)=CCC)C(C2=C(C=C(C=C2C)C)C)=O)C(=CC(=C1)C)C bis(2,4,6-trimethylbenzoyl)-(3-hexen-3-yl)-phosphine